4-butyl-1H-imidazole C(CCC)C=1N=CNC1